N-tert-butyl-4-[(4,6-diamino-1,3,5-triazin-2-yl)amino]benzamide C(C)(C)(C)NC(C1=CC=C(C=C1)NC1=NC(=NC(=N1)N)N)=O